(R)-5-Amino-6-cyclopropyl-2-(3-(5-(3-hydroxy-1-methyl-2-oxopyrrolidin-3-yl)isoxazol-3-yl)phenyl)pyrimidine-4-carboxamide NC=1C(=NC(=NC1C1CC1)C1=CC(=CC=C1)C1=NOC(=C1)[C@]1(C(N(CC1)C)=O)O)C(=O)N